octadec-9,12-dien-1-ol C(CCCCCCCC=CCC=CCCCCC)O